ClC1=C(C(=O)N2COC3=C(C2)C=CC=C3C3=CC(=C(C(=O)O)C=C3F)N3C2COCC3CC2)C(=CC(=C1)N1CC2(C1)CC(C2)C#N)Cl 4-[3-[2,6-dichloro-4-(6-cyano-2-azaspiro[3.3]heptan-2-yl)benzoyl]-2,4-dihydro-1,3-benzoxazine-8-yl]-5-fluoro-2-(3-oxa-8-azabicyclo[3.2.1]octan-8-yl)benzoic acid